ClC=1C=2N(C=CC1)N=C(C2)[C@H]2N(CCC1=C2N=CN1)C(=O)C1=C(N=C(O1)C1(CC1)O)C(F)F (S)-(4-(4-chloropyrazolo[1,5-a]pyridin-2-yl)-6,7-dihydro-1H-imidazo[4,5-c]pyridin-5(4H)-yl)(4-(difluoromethyl)-2-(1-hydroxycyclopropyl)oxazol-5-yl)methanone